(R)-4-((3-acrylamidopiperidin-1-yl)methyl)-N-(5-(4-morpholino-7H-pyrrolo[2,3-d]pyrimidin-6-yl)pyrimidin-2-yl)picolinamide C(C=C)(=O)N[C@H]1CN(CCC1)CC1=CC(=NC=C1)C(=O)NC1=NC=C(C=N1)C1=CC2=C(N=CN=C2N2CCOCC2)N1